CCCO methyl-(ethyl) alcohol